2-silaindole N1[SiH]=CC2=CC=CC=C12